N-(2-((2-(2,6-difluoro-3,5-dimethoxyphenyl)furo[2,3-c]pyridin-5-yl)amino)-5-(4-ethylpiperidin-1-yl)phenyl)acrylamide FC1=C(C(=C(C=C1OC)OC)F)C1=CC=2C(=CN=C(C2)NC2=C(C=C(C=C2)N2CCC(CC2)CC)NC(C=C)=O)O1